C(N)(=O)C=1C=CC(=C2C=CNC12)C=1CC(CC1)NC(OC(C)(C)C)=O tert-butyl (3-(7-carbamoyl-1H-indol-4-yl)cyclopent-3-en-1-yl)carbamate